COC1=CC=C(C=C1)C1C2(C(CC1(C(=O)OC)C(=O)[O-])C=C(C)C)C(C=CC=1OCOCC12)=O methyl 2'-p-methoxyphenyl-5'-(2-methylpropen-1-yl)-6-oxo-6H-spiro(benzo[d][1,3]dioxin-5,1'-cyclopentane)-3',3'-dicarboxylate